ClC=1C=C(C(=O)NC(C)C2=NC=CN=C2N2N=CC=N2)C=C(C1)F 3-chloro-5-fluoro-N-[1-[3-(triazol-2-yl)pyrazin-2-yl]ethyl]benzamide